O(C1=CC=CC=C1)C1=NC2=C(N=CC(=C2C=C1)O)Cl 2-phenoxy-5-hydroxy-8-chloro-1,7-naphthyridine